BrC=1C(=NN2C1C(NCC2)=O)C2=CC(=NC=C2)NC(OC(C)(C)C)=O tert-butyl N-(4-[3-bromo-4-oxo-5H,6H,7H-pyrazolo[1,5-a]pyrazin-2-yl]pyridin-2-yl)carbamate